C(C)(C)(C)C1=NC=C(C(=N1)OC1=CC=CC=C1)C(=O)N[C@@H](CSC)\C=C\S(=O)(=O)C (R,E)-2-(tert-butyl)-N-(4-(methylsulfonyl)-1-(methylthio)but-3-en-2-yl)-4-phenoxypyrimidine-5-carboxamide